4-[(2-t-butylphenyl)thio]biphenyl C(C)(C)(C)C1=C(C=CC=C1)SC1=CC=C(C=C1)C1=CC=CC=C1